(6-chloro-2,3,4-trimethoxyphenyl)(4-ethylphenyl)methanone ClC1=CC(=C(C(=C1C(=O)C1=CC=C(C=C1)CC)OC)OC)OC